[Ca+2].C1(=CC=CC=C1)C=1N=CC(=NC1C1=CC=CC=C1)N(CCCCOCC(=O)[O-])C(C)C.C1(=CC=CC=C1)C=1N=CC(=NC1C1=CC=CC=C1)N(C(C)C)CCCCOCC(=O)[O-] {4-[(5,6-diphenylpyrazin-2-yl)(prop-2-yl)amino]butoxy}-acetic acid calcium salt